C1(CCCCC1)CN1N=C(C=C1OCC1=CC(=CC=C1)C)CNC 1-{1-(cyclohexylmethyl)-5-[(3-methylbenzyl)oxy]-1H-pyrazol-3-yl}-N-methylmethanamine